3-bromo-2-methyl-8-(prop-1-en-2-yl)imidazo[1,2-b]Pyridazine-7-carboxylic acid ethyl ester C(C)OC(=O)C1=C(C=2N(N=C1)C(=C(N2)C)Br)C(=C)C